ClC1=CC(=C(N)C=C1OCC#C)F 4-chloro-2-fluoro-5-(prop-2-yn-1-yloxy)aniline